3,3'-((2-((tert-butoxycarbonyl)amino)-2-((2-carboxyethoxy)methyl)propane-1,3-diyl)bis(oxy))dipropionic acid C(C)(C)(C)OC(=O)NC(COCCC(=O)O)(COCCC(=O)O)COCCC(=O)O